thiophene vinyl-methyl-pyridine salt C(=C)C=1C(=NC=CC1)C.S1C=CC=C1